butane-1,2-diyldicarbamate C(C(CC)NC([O-])=O)NC([O-])=O